4-chloro-6-(4-(2-(piperidin-1-yl)ethoxy)phenyl)quinoline ClC1=CC=NC2=CC=C(C=C12)C1=CC=C(C=C1)OCCN1CCCCC1